tert-butyl (4-(6-carbamoyl-2-iminothiazolo[4,5-b]pyridin-3(2H)-yl)butyl)carbamate C(N)(=O)C=1C=C2C(=NC1)N(C(S2)=N)CCCCNC(OC(C)(C)C)=O